CO/C=C(\C)/C1=CC=C(C#N)C=C1 4-[(E)-2-methoxy-1-methyl-vinyl]benzonitrile